N1CCC(CC1)C(C)N1C=CC2=C(C=CC=C12)N1C(NC(CC1)=O)=O 1-(1-(1-(piperidin-4-yl)ethyl)-1H-indol-4-yl)dihydropyrimidine-2,4(1H,3H)-dione